NC[C@H]1CN(C(O1)=O)C1=NC2=C(SCC(N2)=O)N=C1 (S)-5-(aminomethyl)-3-(3-oxo-3,4-dihydro-2H-pyrazino[2,3-b][1,4]thiazin-6-yl)oxazolidin-2-one